1,2-distearoyl-sn-glycero-3-phosphate choline OCC[N+](C)(C)C.C(CCCCCCCCCCCCCCCCC)(=O)OC[C@@H](OC(CCCCCCCCCCCCCCCCC)=O)COP(=O)(O)O